C(C1=CC=CC=C1)OC(N[C@H](C(=O)N(C)OC)C)=O (S)-(1-(methoxy(methyl)amino)-1-oxopropan-2-yl)carbamic acid benzyl ester